N-[4-[4-[6-chloro-4-(trifluoromethyl)-2-pyridyl]piperazin-1-yl]sulfonylphenyl]-3-[[(2-oxooxazolidin-4-yl)methylamino]methyl]benzamide ClC1=CC(=CC(=N1)N1CCN(CC1)S(=O)(=O)C1=CC=C(C=C1)NC(C1=CC(=CC=C1)CNCC1NC(OC1)=O)=O)C(F)(F)F